tert-butyl (Z)-1'-(((R)-tert-butylsulfinyl) imino)-1',3'-dihydro-8-azaspiro[bicyclo[3.2.1]octane-3,2'-indene]-8-carboxylate C(C)(C)(C)[S@@](=O)\N=C/1\C2(CC3=CC=CC=C13)CC1CCC(C2)N1C(=O)OC(C)(C)C